O1CCN(CC1)S(=O)(=O)C1=CC=C(C=C1)C=1C=C2CC3(C(NC2=CC1)=O)CN(CC3)C#N 6'-(4-(Morpholinosulfonyl)phenyl)-2'-oxo-1',4'-dihydro-2'H-spiro[pyrrolidine-3,3'-quinoline]-1-carbonitrile